6-(ethyl(2-((2,2,2-trifluoro-1-(2-fluoro-5-((4-oxo-7-(prop-1-yn-1-yl)-3,4-dihydrophthalazin-1-yl)methyl)phenyl)ethyl)amino)ethyl)amino)nicotinonitrile C(C)N(C1=NC=C(C#N)C=C1)CCNC(C(F)(F)F)C1=C(C=CC(=C1)CC1=NNC(C2=CC=C(C=C12)C#CC)=O)F